tetran-pentylphosphonium hydroxide [OH-].C(CCCC)[P+](CCCCC)(CCCCC)CCCCC